4-(1-(4-(4,4,5,5-tetramethyl-1,3,2-dioxaborolan-2-yl)phenyl)piperidin-4-yl)benzonitrile CC1(OB(OC1(C)C)C1=CC=C(C=C1)N1CCC(CC1)C1=CC=C(C#N)C=C1)C